C(C)(C)(C)OC(=O)N[C@H]1CN(CC12CC2)CCCCCC(=O)O 6-[(7R)-7-{[(tert-butoxy)carbonyl]amino}-5-azaspiro[2.4]heptan-5-yl]hexanoic acid